FC=1C=C(C=C2CCN(CC12)CC1C[C@@H]2CC[C@H](C1)N2C)C(=O)OC methyl 8-fluoro-2-[[(1S,5R)-8-methyl-8-azabicyclo[3.2.1]octan-3-yl]methyl]-3,4-dihydro-1H-isoquinoline-6-carboxylate